NC=1C=CC(=C(C(=O)N)C1)C1C(CCC1)(F)F 5-amino-2-(2,2-difluorocyclopentyl)benzamide